(7R,14R)-1-(difluoromethoxy)-11-{2-[3-(2-hydroxypropan-2-yl)azetidin-1-yl]pyrimidin-5-yl}-6,7-dihydro-7,14-methanobenzimidazo[1,2-b][2,5]benzodiazocin-5(14H)-one FC(OC1=CC=CC=2C(N[C@H]3C=4N([C@@H](C21)C3)C3=C(N4)C=CC(=C3)C=3C=NC(=NC3)N3CC(C3)C(C)(C)O)=O)F